O=C1NC(CCC1N1C(C2=CC=C(C=C2C1=O)N1C[C@@H](CC1)NCC1=CC=C(C=C1)NC1=NC=C(C(=C1)NC1=C(C(=O)NC)C=CC=C1)C(F)(F)F)=O)=O 2-((2-((4-((((3R)-1-(2-(2,6-Dioxopiperidin-3-yl)-1,3-dioxoisoindolin-5-yl)-pyrrolidin-3-yl)amino)methyl)phenyl)amino)-5-(trifluoromethyl)pyridin-4-yl)amino)-N-methylbenzamide